O1[C@H](COCC1)COC1=NN=C(S1)NC(=O)C=1C=NC(=CC1C1=C(C(=NC=C1OC)Cl)F)C N-(5-(((R)-1,4-dioxane-2-yl)methoxy)-1,3,4-thiadiazol-2-yl)-2'-chloro-3'-fluoro-5'-methoxy-6-methyl-(4,4'-bipyridine)-3-carboxamide